N1=C(C=CC=C1CN(CC1=CC=CC(=N1)C(=O)O)CC1=CC=CC(=N1)C(=O)O)CN(CC1=CC=CC(=N1)C(=O)O)CC1=CC=CC(=N1)C(=O)O 6,6',6'',6'''-(((pyridine-2,6-diylbis(methylene))bis(azanetriyl))tetrakis(methylene))tetrapicolinic acid